C(C)(C)(C)OC(NC1=CC=C(C=C1)NC(C1=CC(=CC=C1)C(F)(F)F)=O)=O [4-(3-trifluoromethylbenzoylamino)phenyl]carbamic acid t-butyl ester